N-((2-(2,6-dioxopiperidin-3-yl)-1-oxoisoindolin-5-yl)methyl)-2,2-difluoro-2-(4-isopropylphenyl)acetamide O=C1NC(CCC1N1C(C2=CC=C(C=C2C1)CNC(C(C1=CC=C(C=C1)C(C)C)(F)F)=O)=O)=O